1,3-bis((1,3,4-thiadiazole-2-yl)thio)propane-2-ol S1C(=NN=C1)SCC(CSC=1SC=NN1)O